ClC1=CC(=C(C=C1Cl)N=C(N)N1C2CCC1CC=1C(=NC=CC12)F)F (±)-N'-(4,5-dichloro-2-fluorophenyl)-1-fluoro-6,7,8,9-tetrahydro-5H-5,8-epiminocyclohepta-[c]pyridine-10-carboximidamide